C(C)(C)(C)OC(=O)N1C[C@H]([C@@H](C1)NCC)OC1=NC(=NC(=C1)C1=C(C=CC=C1C)C)NS(=O)(=O)C=1C=C(C(=O)O)C=CC1 3-[[4-[(3R,4R)-1-tert-Butoxycarbonyl-4-(ethylamino)pyrrolidin-3-yl]oxy-6-(2,6-dimethylphenyl)pyrimidin-2-yl]sulfamoyl]benzoic acid